Cl.COC(C(CC)(C)N)=O 2-amino-2-methylbutyric acid methyl ester hydrochloride